(1R,3S)-3-(3-((1-methyl-6-oxo-1,6-dihydropyridazin-3-yl)amino)-1H-pyrazol-5-yl)cyclopentyl-carbamic acid tert-butyl ester C(C)(C)(C)OC(N[C@H]1C[C@H](CC1)C1=CC(=NN1)NC1=NN(C(C=C1)=O)C)=O